1,2-ethanediyl-bis(indol) C(CC=1NC2=CC=CC=C2C1)C=1NC2=CC=CC=C2C1